6-(4,6-dimethylpyridin-3-yl)benzo[d]oxazol-2(3H)-one CC1=C(C=NC(=C1)C)C1=CC2=C(NC(O2)=O)C=C1